FC=1C(=CC2=CN(N=C2C1)C)NC(=O)N1CCC=2C1=NC=CC2N2CC(N(CC2)C(=O)OC(C)(C)C)(C)C tert-butyl 4-(1-((6-fluoro-2-methyl-2H-indazol-5-yl)carbamoyl)-2,3-dihydro-1H-pyrrolo[2,3-b]pyridin-4-yl)-2,2-dimethylpiperazine-1-carboxylate